CC1(CN(CCC(N1)(C)C)C1=NC=2N(C=C1)C=C(N2)C2=C(C=C(C=C2)N2N=CC=N2)O)C 2-(7-(3,3,5,5-tetramethyl-1,4-diazepan-1-yl)imidazo[1,2-a]pyrimidin-2-yl)-5-(2H-1,2,3-triazol-2-yl)phenol